C(C)N(C(C(=O)O)CC1=CC=CC=C1)CC 2-(diethylamino)-3-phenylpropanoic acid